di-p-tolylphosphine oxide C1(=CC=C(C=C1)P(C1=CC=C(C=C1)C)=O)C